C(C)(=O)C1=NN(C2=CC=C(C=C12)C=1C=NC(=NC1)N)CC(=O)N1[C@@H]2C[C@H]2C[C@H]1C(=O)NC1=NC(=CN=C1)Br |&1:25| (1R,3S,SR)-2-(2-(3-acetyl-5-(2-aminopyrimidin-5-yl)-1H-indazol-1-yl)acetyl)-N-(6-bromopyrazin-2-yl)-2-azabicyclo[3.1.0]hexane-3-carboxamide